ClC1=CC=C(C=C1)C=1CC2(COC2)CCC1CN1CCN(CC1)C1=CC=C(C(=O)N)C=C1 4-(4-((6-(4-chlorophenyl)-2-oxaspiro[3.5]non-6-en-7-yl)methyl)piperazin-1-yl)benzamide